C(C1=CC=CC=C1)OC1CC(C1)OC1=NC=CC=C1 (3-Benzyloxycyclobutoxy)pyridine